[Na+].N[C@@H](CC(C)C)C(=O)[O-] leucine sodium salt